N-(3-[[(2S)-1-[6-oxo-5-(trifluoromethyl)-1-[[2-(trimethylsilyl)ethoxy]methyl]-1,6-dihydropyridazin-4-yl]pyrrolidin-2-yl]methoxy]phenyl)prop-2-enamide O=C1C(=C(C=NN1COCC[Si](C)(C)C)N1[C@@H](CCC1)COC=1C=C(C=CC1)NC(C=C)=O)C(F)(F)F